BrC=1C=CC(=NC1)CO (5-bromopyrid-2-yl)methanol